piperidin-1-yl(4-(pyridin-2-yl)-2-(4-(trifluoromethyl)pyridin-2-ylamino)thiazol-5-yl)methanone N1(CCCCC1)C(=O)C1=C(N=C(S1)NC1=NC=CC(=C1)C(F)(F)F)C1=NC=CC=C1